benzyl 3,3-dimethyl-5-oxo-piperazine-1-carboxylate CC1(CN(CC(N1)=O)C(=O)OCC1=CC=CC=C1)C